BrCC(=O)O[Si](CC)(CC)CC triethylsilyl bromoacetate